(2S,3R,4R)-ethyl 1-acetyl-4-(((benzyloxy)carbonyl)amino)-2-cyclopropyl-3-methyl-1,2,3,4-tetrahydroquinoline-6-carboxylate C(C)(=O)N1[C@H]([C@@H]([C@H](C2=CC(=CC=C12)C(=O)OCC)NC(=O)OCC1=CC=CC=C1)C)C1CC1